1-(4-chloro-2-fluorophenyl)-2,2,2-trifluoroethane-1-one ClC1=CC(=C(C=C1)C(C(F)(F)F)=O)F